3-[3-Methyl-5-[2-[(2S)-2-methylpiperazin-1-yl]ethyl]-2-oxo-benzimidazol-1-yl]piperidine-2,6-dione CN1C(N(C2=C1C=C(C=C2)CCN2[C@H](CNCC2)C)C2C(NC(CC2)=O)=O)=O